(2S,3S,5R)-1-methyl-5-nonyl-2-benzyl-3-pyrrolidinol CN1[C@H]([C@H](C[C@H]1CCCCCCCCC)O)CC1=CC=CC=C1